SC(C)C(C)O 2-mercapto-3-butanol